4-(4-hydroxy-2,7-dimethyl-8-oxo-7,8-dihydropyrido[3,4-d]pyrimidin-6-yl)-3,6-dihydropyridine-1(2H)-carboxylic acid tert-butyl ester C(C)(C)(C)OC(=O)N1CCC(=CC1)C1=CC2=C(N=C(N=C2O)C)C(N1C)=O